1-(2-chloroethoxy)-3,4-difluorobenzene ClCCOC1=CC(=C(C=C1)F)F